C1(CC1)C=1N=NN(C1)[C@@H](C(=O)N1[C@H](C[C@@H](C1)O)C(=O)NC1CCC=2N(C1)N=C(N2)C(C)C)C(C)(C)C (2R,4S)-1-[(2R)-2-(4-cyclopropyltriazol-1-yl)-3,3-dimethyl-butanoyl]-4-hydroxy-N-(2-isopropyl-5,6,7,8-tetrahydro-[1,2,4]triazolo[1,5-a]pyridin-6-yl)pyrrolidine-2-carboxamide